methyl (2E)-3-(4,5-dichloro-2-methoxyphenyl)prop-2-enoate ClC1=CC(=C(C=C1Cl)/C=C/C(=O)OC)OC